N-((S)-(7-((R*)-Cyclopropyl(4,4,4-trifluorobutanamido)methyl)imidazo[1,2-b]pyridazin-2-yl)(4,4-difluorocyclohexyl)methyl)-1-(3,3,3-trifluoropropyl)-1H-pyrazole-4-carboxamide C1(CC1)[C@H](C1=CC=2N(N=C1)C=C(N2)[C@@H](NC(=O)C=2C=NN(C2)CCC(F)(F)F)C2CCC(CC2)(F)F)NC(CCC(F)(F)F)=O |o1:3|